(S)-1-(5-((4-((3,3-difluorocyclobutyl)methyl)-2-methylpiperazin-1-yl)methyl)pyrazolo[1,5-a]pyridin-3-yl)dihydropyrimidine-2,4(1H,3H)-dione FC1(CC(C1)CN1C[C@@H](N(CC1)CC1=CC=2N(C=C1)N=CC2N2C(NC(CC2)=O)=O)C)F